ClC=1C=C2C(=NC1)C(=CO2)C2=CC(=CC=C2)C(C(F)(F)F)(F)F 6-chloro-3-(3-(perfluoroethyl)phenyl)furo[3,2-b]pyridine